4-acetamidophenylboronic acid C(C)(=O)NC1=CC=C(C=C1)B(O)O